NCC(=O)OC1CN(CCC1C=1C(=CC(=C2C(C=C(OC12)C1=C(C=CC=C1)Cl)=O)O)O)C 4-(2-(2-chlorophenyl)-5,7-dihydroxy-4-oxo-4H-chromen-8-yl)-1-methylpiperidin-3-yl glycinate